ClC=1C=C(COC=2C=CC(=NC2)NC(=O)C2=NN(C(CC2)=O)C)C=CC1 N-(5-(3-chlorobenzyloxy)pyridin-2-yl)-1-methyl-6-oxo-1,4,5,6-tetrahydropyridazine-3-carboxamide